P(=O)(O)(O)O[C@@H]1[C@H](O)[C@@H](O)[C@H](O)[C@H](O1)COP(=O)(O)O Alpha-D-Glucose 1,6-Bisphosphate